N1(CCC1)CC1=CC(=C(C=C1)N1C=NC(=C1)C1=NC(=NC=C1C(F)(F)F)NC1CCNCC1)Cl 4-(1-(4-(azetidin-1-ylmethyl)-2-chlorophenyl)-1H-imidazol-4-yl)-N-(piperidin-4-yl)-5-(trifluoromethyl)pyrimidin-2-amine